N-(4-amino-1-tetrahydropyran-2-yl-pyrazolo[4,3-c]pyridin-7-yl)-N'-ethyl-N'-[1-[4-(pentafluoro-sulfanyl)phenyl]ethyl]oxamide NC1=NC=C(C2=C1C=NN2C2OCCCC2)NC(=O)C(=O)N(C(C)C2=CC=C(C=C2)S(F)(F)(F)(F)F)CC